4,6-dimethyl-2-(4-(pentyloxy)phenyl)pyrimidine-5-carboxylic acid CC1=NC(=NC(=C1C(=O)O)C)C1=CC=C(C=C1)OCCCCC